(R)-5-((((6-(2-chloro-3-(3-chloro-2-(isoindolin-5-yl)pyridin-4-yl)phenyl)-2-methoxypyridin-3-yl)methyl)amino)methyl)pyrrolidin-2-one ClC1=C(C=CC=C1C1=C(C(=NC=C1)C=1C=C2CNCC2=CC1)Cl)C1=CC=C(C(=N1)OC)CNC[C@H]1CCC(N1)=O